6-fluoro-3-(1H-imidazol-1-ylmethyl)-1,3-benzoxazol-2(3H)-one FC1=CC2=C(N(C(O2)=O)CN2C=NC=C2)C=C1